FC(C=1C=NC(=NC1)N1CCC(CC1)CCO)(F)F 2-(1-(5-(trifluoromethyl)pyrimidin-2-yl)piperidin-4-yl)ethanol